(R)-1-(4-(4-(4-methoxy-2-(((1-phenylethoxy)carbonyl)amino)phenyl)piperidin-1-yl)phenyl)cyclopropane-1-carboxylic acid COC1=CC(=C(C=C1)C1CCN(CC1)C1=CC=C(C=C1)C1(CC1)C(=O)O)NC(=O)O[C@H](C)C1=CC=CC=C1